5-hydroxy-3-(4-hydroxyphenyl)-7-(methoxymethoxy)-4H-chromen-4-one OC1=C2C(C(=COC2=CC(=C1)OCOC)C1=CC=C(C=C1)O)=O